N-(2,6-dimethyl-4-(7-(oxetan-3-yl-oxy)-1,3,4,5-tetrahydro-2H-benzo[c]azepin-2-yl)phenyl)-3,3-dimethylbutanamide CC1=C(C(=CC(=C1)N1CC2=C(CCC1)C=C(C=C2)OC2COC2)C)NC(CC(C)(C)C)=O